FC(SC1=CC=C(N)C=C1)(F)F Para-trifluoromethylthioaniline